NC1=C2C(=NC=N1)N(N=C2C#CC=2C=CC1=C(N=C(S1)C1CC1)C2)[C@@H]2CN(CC2)C(C=C)=O (S)-1-(3-(4-amino-3-((2-cyclopropylbenzo[d]thiazol-5-yl)ethynyl)-1H-pyrazolo[3,4-d]pyrimidin-1-yl)pyrrolidin-1-yl)prop-2-en-1-one